1H-naphtho[1,2-B][1,4]diazepine-2,4(3H,5h)-dione N1C2=C(NC(CC1=O)=O)C=CC1=CC=CC=C12